O1CC(CC1)CN1CCOC2(CN(C2)C2(C(NC(NC2=O)=O)=O)C2=CC=C(C=C2)OC2=CC=C(C=C2)OC(F)(F)F)C1 5-[8-(tetrahydrofuran-3-ylmethyl)-5-oxa-2,8-diazaspiro[3.5]nonan-2-yl]-5-[4-[4-(trifluoromethoxy)phenoxy]phenyl]hexahydropyrimidine-2,4,6-trione